3-(7-(8-ethynyl-7-fluoro-3-hydroxynaphthalen-1-yl)-8-fluoro-2-(((2R,7aS)-2-fluorotetrahydro-1H-pyrrolizin-7a(5H)-yl)methoxy)pyrido[4,3-d]pyrimidin-4-yl)-3-azabicyclo[3.2.1]octan-6-ol C(#C)C=1C(=CC=C2C=C(C=C(C12)C1=C(C=2N=C(N=C(C2C=N1)N1CC2CC(C(C1)C2)O)OC[C@]21CCCN1C[C@@H](C2)F)F)O)F